tert-butyl (3S)-3-[(8-carbamoyl-6-{4-[(1-hydroxycyclopentyl)methoxy]phenyl}pyrido[3,2-d]pyrimidin-4-yl)amino]piperidine-1-carboxylate C(N)(=O)C1=CC(=NC2=C1N=CN=C2N[C@@H]2CN(CCC2)C(=O)OC(C)(C)C)C2=CC=C(C=C2)OCC2(CCCC2)O